[Br-].C(CCCCCCCCCCCCCCC)[N+](C)(C)C hexadecyltrimethyl-ammonium bromide